2-chloro-N-((6'-methoxy-[2,2'-bipyridin]-5-yl)methyl)benzamide ClC1=C(C(=O)NCC=2C=CC(=NC2)C2=NC(=CC=C2)OC)C=CC=C1